FC=1C=C(C=CC1O)C=1NC(C2=CC=CC(=C2C1)OC)=O 3-(3-fluoro-4-hydroxyphenyl)-5-methoxyisoquinolin-1(2H)-one